methyl 3-chloro-5-((2-hydroxyethyl)sulfonyl)-4-methylbenzoate ClC=1C=C(C(=O)OC)C=C(C1C)S(=O)(=O)CCO